Cobalt (acetat) C(C)(=O)[O-].[Co+2].C(C)(=O)[O-]